isocitric acid anion C(C(O)C(C(=O)[O-])CC(=O)[O-])(=O)[O-]